FC(C(=O)O)(C=O)C 2-fluoro-2-methyl-3-oxopropanoic acid